COC1=C(C=CC=C1)C1CCN(CC1)[C@H]1CC2(CN(C2)C2=CC=NS2)CC1 (R)-5-(6-(4-(2-methoxyphenyl)piperidin-1-yl)-2-azaspiro[3.4]octan-2-yl)isothiazole